CC1=NOC(=C1C1=CC=C2C(=CNC2=C1)C1=NC(=NC=C1C(F)(F)F)NC1C[C@@H]2CC[C@H]1N2C(=O)OC(C)(C)C)C tert-butyl (1S,2S,4R)-3-[[4-[6-(3,5-dimethylisoxazol-4-yl)-1H-indol-3-yl]-5-(trifluoromethyl)pyrimidin-2-yl]-amino]-7-azabicyclo-[2.2.1]heptane-7-carboxylate